7-nitro-1H-pyrrolo[3,2-c]pyridine [N+](=O)([O-])C=1C2=C(C=NC1)C=CN2